NC=1C(=NC(=C(N1)F)Br)C=1C=C2C(=CNC(C2=CC1)=O)Cl 6-(3-amino-6-bromo-5-fluoropyrazin-2-yl)-4-chloroisoquinolin-1(2H)-one